Cl.[2H]C(N)([2H])[2H] trideuteriomethanamine hydrochloride